CC=1C=C(C=C(C1)C)C1=NCCC2=C3C(=CC=C12)C(=CS3)CC(C)(C)C 6-(3,5-dimethylphenyl)-3-neopentyl-8,9-dihydrothieno[2,3-f]isoquinoline